6-(3-hydroxy-3-methylbut-1-yn-1-yl)-4-(6-(6-((6-methoxypyridin-3-yl)methyl)-3,6-diazabicyclo[3.1.1]heptan-3-yl)pyridine-3-yl)pyrazolo[1,5-a]pyridine-3-carbonitrile OC(C#CC=1C=C(C=2N(C1)N=CC2C#N)C=2C=NC(=CC2)N2CC1N(C(C2)C1)CC=1C=NC(=CC1)OC)(C)C